CC=1C=CC=C2C(CCNC12)C=O (8-methyl-1,2,3,4-tetrahydro-quinolin-4-yl)methanone